ClC1(CC=CC=2OC3=C(C21)C=CC=C3)C3=CC=CC=2OC1=C(C23)C=CC=C1 1'-chloro-2,4'-bidibenzo[b,d]furan